N-cyclohexyl-6-({[2-(trifluoromethyl)phenyl]carbonyl}amino)-1H-benzimidazole-4-carboxamide C1(CCCCC1)NC(=O)C1=CC(=CC=2NC=NC21)NC(=O)C2=C(C=CC=C2)C(F)(F)F